C12C3C(C(C=C1)C2)C(NC3=O)=O endo-bicyclo[2.2.1]hept-5-ene-2,3-dicarboximide